1-(2-(3-cyclopentyloxy-4-methoxyphenyl)-2-oxoethyl)-2,6-dimethylpyridin-4(1H)-one C1(CCCC1)OC=1C=C(C=CC1OC)C(CN1C(=CC(C=C1C)=O)C)=O